C(CC)OC=1C=C2C(=CNC2=CC1)CCNC(C)=O N-[2-(5-Propoxy-1H-indol-3-yl)ethyl]acetamide